N,N-diisopropyl-5,6-methylenedioxytryptamine C(C)(C)N(CCC1=CNC2=CC3=C(C=C12)OCO3)C(C)C